6-bromohexyl (E)-3-propyltridec-2-enoate C(CC)\C(=C/C(=O)OCCCCCCBr)\CCCCCCCCCC